1,2-dimethoxyethane ethyl-acetate C(C)OC(C)=O.COCCOC